COC(=O)C1=C(C2=C(OC(O2)(C)[C@@H]2CC[C@H](CC2)NC(=O)OC(C)(C)C)C(=C1)OC)C 2-(Trans-4-((tert-Butoxycarbonyl)amino)cyclohexyl)-7-methoxy-2,4-dimethylbenzo[d][1,3]dioxole-5-carboxylic acid methyl ester